COC1=CC2=C(N=C(S2)NCC(=O)NCCCCCCC)C=C1 2-[(6-methoxy-2-benzo[d]thiazolyl)amino]-N-heptylacetamide